1-bromo-3-[2-(tert-butyldimethylsilyloxy)ethyl]Benzene BrC1=CC(=CC=C1)CCO[Si](C)(C)C(C)(C)C